1-(((1R,2S)-2-((3R,5R,8R,9R,10S,13S,14S,17R)-3-hydroxy-3,13-dimethylhexadecahydro-1H-cyclopenta[a]phenanthren-17-yl)cyclopropyl)methyl)-1H-pyrazole-4-carbonitrile O[C@@]1(CC[C@@H]2[C@H]3CC[C@@]4([C@H](CC[C@H]4[C@@H]3CC[C@@H]2C1)[C@H]1[C@@H](C1)CN1N=CC(=C1)C#N)C)C